C(#N)N1C(CCC1)=O cyano-2-pyrrolidone